C(C1=CC=CC=C1)OC(=O)N[C@@H](CCCCNC([C@H](CCCCNC(CC[C@H](NC(CCCCCCCCCCCCCCCCCCC(OC(C)(C)C)=O)=O)C(=O)OC(C)(C)C)=O)NC(=O)OC(C)(C)C)=O)C(=O)O (25S,34S,41S)-41-(((benzyloxy)carbonyl)amino)-25-(tert-butoxycarbonyl)-34-((tert-butoxycarbonyl)amino)-2,2-dimethyl-4,23,28,35-tetraoxo-3-oxa-24,29,36-triazadotetracontan-42-oic acid